C(CCCCCCCCCCC)NCC(CCCCCCCCCN1CN(C2=NCN(C2=C1)C)C)O 1-(11-dodecylamino-10-hydroxyundecyl)-3,7-dimethyl-purine